(1S,3S)-N1-(5-(difluoromethoxy)pyrimidin-2-yl)-N3-(5-(3-methylpyrazolo[1,5-a]pyridin-7-yl)pyridin-2-yl)cyclopentane-1,3-diamine FC(OC=1C=NC(=NC1)N[C@@H]1C[C@H](CC1)NC1=NC=C(C=C1)C1=CC=CC=2N1N=CC2C)F